P(O)(N)O[C@H]1[C@H]([C@@H](O[C@@H]1CO)N1C=NC=2C(N)=NC(=NC12)N)O 2-aminoadenosine 3'-phosphoramidite